NC1=NC=2N=CC(=CC2C2=C1COC2)C(=O)N(C)[C@@H]2COCC1=C2C=CC(=C1)Br 4-amino-N-((4S)-7-bromo-3,4-dihydro-1H-2-benzopyran-4-yl)-N-methyl-1,3-dihydrofuro[3,4-c][1,8]naphthyridine-8-carboxamide